tert-butyl (5-bromo-3-(3-(4-bromomethylphenyl)isoxazol-5-yl)pyrazin-2-yl)(tert-butoxycarbonyl)carbamate BrC=1N=C(C(=NC1)N(C(OC(C)(C)C)=O)C(=O)OC(C)(C)C)C1=CC(=NO1)C1=CC=C(C=C1)CBr